7-Bromo-6-methyl-2H-3,1-benzoxazine-2,4(1H)-dione BrC1=CC2=C(C(OC(N2)=O)=O)C=C1C